5-[4-[1-[4-[(3R,5R)-5-[(5-bromo-1-methyl-6-oxo-pyridazin-4-yl)amino]-1-methyl-3-piperidyl]benzoyl]-4-piperidyl]piperazin-1-yl]-2-(2,6-dioxo-3-piperidyl)isoindoline-1,3-dione BrC1=C(C=NN(C1=O)C)N[C@@H]1C[C@@H](CN(C1)C)C1=CC=C(C(=O)N2CCC(CC2)N2CCN(CC2)C=2C=C3C(N(C(C3=CC2)=O)C2C(NC(CC2)=O)=O)=O)C=C1